C(C)(C)(C)OC(C1=CC=C(C=C1)N)=O.C(#N)C1=CC=C(C(=O)NC2=CC=C(C(=O)OC(C)(C)C)C=C2)C=C1 tert-Butyl 4-(4-cyanobenzamido)benzoate tert-Butyl-4-aminobenzoate